C(C)C=1C(=CC(=C(C1)C=1NC(=NN1)C(=O)NCC(F)(F)F)O)O 5-(5-ethyl-2,4-dihydroxyphenyl)-N-(2,2,2-trifluoroethyl)-4H-1,2,4-triazole-3-carboxamide